2-(4-fluoro-1-hydroxy-indan-5-yl)-4-[[5-(4-hydroxy-1-piperidyl)-2-pyridyl]amino]-6H-1,6-naphthyridin-5-one FC1=C2CCC(C2=CC=C1C1=NC=2C=CNC(C2C(=C1)NC1=NC=C(C=C1)N1CCC(CC1)O)=O)O